(beta-aminoethyl)-gamma-aminopropyl-trimethoxysilane NCCCO[Si](OC)(OC)CCCN